C1(CCCCC1)P(C1=C(C=C(C(=C1C(C)C)C(C)C)C(C)C)C1=CC=CC=C1)C1CCCCC1 2-Dicyclohexylphosphino-triisopropyl-biphenyl